methyltris(trichloroacetoxy)silane C[Si](OC(C(Cl)(Cl)Cl)=O)(OC(C(Cl)(Cl)Cl)=O)OC(C(Cl)(Cl)Cl)=O